(2S,3S,4R)-1-O-(α-D-galactosyl)-2-(N-nonadecanoylamino)-1,3,4-heptanetriol [C@H]1([C@H](O)[C@@H](O)[C@@H](O)[C@H](O1)CO)OC[C@@H]([C@@H]([C@@H](CCC)O)O)NC(CCCCCCCCCCCCCCCCCC)=O